6-azido-6-deoxyglucose N(=[N+]=[N-])C[C@H]([C@H]([C@@H]([C@H](C=O)O)O)O)O